((6-chloro-2,3-dihydrobenzofuran-5-yl)amino)-9-(trans-3-hydroxycyclobutyl)-7-methyl-7,9-dihydro-8H-purin-8-one ClC1=CC2=C(CCO2)C=C1NC1=NC=C2N(C(N(C2=N1)[C@@H]1C[C@H](C1)O)=O)C